Francium heptadecanoate ammonium [NH4+].C(CCCCCCCCCCCCCCCC)(=O)[O-].[Fr]